(1-(1-isopropyl-4-(trifluoromethyl)-1H-imidazol-2-yl)-2-oxabicyclo[2.2.2]oct-4-yl)methyl-4-methylbenzenesulfonate C(C)(C)N1C(=NC(=C1)C(F)(F)F)C12OCC(CC1)(CC2)COS(=O)(=O)C2=CC=C(C=C2)C